C1(=CC=CC=C1)P(C1=CSC=C1P(C1=CC=CC=C1)C1=CC=CC=C1)C1=CC=CC=C1 3,4-bis(diphenylphosphino)thiophene